7-Hydroxycoumarin OC1=CC=C2C=CC(OC2=C1)=O